(S)-6-(((8-cyanoisoquinolin-5-yl)(1-(1-(trifluoromethyl)cyclopropyl)-1H-1,2,3-triazol-4-yl)methyl)amino)-4-(neopentylamino)quinoline-3,8-dicarbonitrile C(#N)C=1C=CC(=C2C=CN=CC12)[C@@H](C=1N=NN(C1)C1(CC1)C(F)(F)F)NC=1C=C2C(=C(C=NC2=C(C1)C#N)C#N)NCC(C)(C)C